ClC=1N=C(C2=C(N1)COC2)N2CC=1C=C(C=NC1CC2)C=2C=NN(C2)C2CC2 2-chloro-4-(3-(1-cyclopropyl-1H-pyrazol-4-yl)-7,8-dihydro-1,6-naphthyridin-6(5H)-yl)-5,7-dihydrofuro[3,4-d]pyrimidine